4-(7-chloro-4-quinolinyl)-N1-ethyl-N1-(2-(4-morpholinyl)ethyl)pentane-1,4-diamine ClC1=CC=C2C(=CC=NC2=C1)C(CCCN(CCN1CCOCC1)CC)(C)N